NC=1C(=C(C2=C(C(=NO2)C2CC2)C1)Cl)C(C)(C)O 2-(5-amino-7-chloro-3-cyclopropylbenzisoxazol-6-yl)propan-2-ol